O-(2-ethoxyethyl)hydroxylamine C(C)OCCON